5-(1-Benzenesulfonamido-3-hydroxypropan-2-yl)-2-({6-[(1,3-benzothiazol-2-yl)amino]-5-methylpyridazin-3-yl}(methyl)amino)-1,3-thiazole-4-carboxylic acid C1(=CC=CC=C1)S(=O)(=O)NCC(CO)C1=C(N=C(S1)N(C)C=1N=NC(=C(C1)C)NC=1SC2=C(N1)C=CC=C2)C(=O)O